(R)-1-(7-(8-chloro-3-hydroxynaphthalen-1-yl)-2-((1-((dimethylamino)methyl)cyclopropyl)methoxy)-8-fluoropyrido[4,3-d]pyrimidin-4-yl)-3-methylpiperidin-3-ol ClC=1C=CC=C2C=C(C=C(C12)C1=C(C=2N=C(N=C(C2C=N1)N1C[C@@](CCC1)(O)C)OCC1(CC1)CN(C)C)F)O